[Si](C)(C)(C(C)(C)C)C#CC1=CC=C2C=NN(C2=C1N)C 6-[2-(TERT-BUTYLDIMETHYLSILYL)ETHYNYL]-1-METHYLINDAZOL-7-AMINE